[2H]C(OC(C)C12CNCC(CC1)N2C(=O)OC(C)(C)C)([2H])[2H] tert-butyl 1-[1-(trideuteriomethoxy)ethyl]-3,8-diazabicyclo[3.2.1]octane-8-carboxylate